tin (IV) stearate C(CCCCCCCCCCCCCCCCC)(=O)[O-].[Sn+4].C(CCCCCCCCCCCCCCCCC)(=O)[O-].C(CCCCCCCCCCCCCCCCC)(=O)[O-].C(CCCCCCCCCCCCCCCCC)(=O)[O-]